C(C)(C)(C)OC(=O)N1CC=2N(CC1)N=CC2N2CC(CC2=O)C2=C(C(=O)O)C=CC=C2 2-(1-{5-[(tert-butoxy)carbonyl]-4H,5H,6H,7H-pyrazolo[1,5-a]pyrazin-3-yl}-5-oxopyrrolidin-3-yl)benzoic Acid